ClCC(=O)N(C(C(NCCC1=CC=CC=C1)=O)C1=NC=CN=C1)C1=CC=C(C=C1)C1=CN=CO1 2-chloro-N-(4-(oxazol-5-yl)phenyl)-N-(2-oxo-2-(phenethylamino)-1-(pyrazin-2-yl)ethyl)acetamide